C(C=C)(=O)OCC(CC(COC(C=C)=O)CC)CC 2,4-diethyl-1,5-pentanediol diacrylate